((1H-indazol-5-yl)ethynyl)-N-((4-methoxypyridin-2-yl)methyl)-[2,4'-bipyrimidin]-2'-amine N1N=CC2=CC(=CC=C12)C#CC1=NC(=NC=C1)C1=NC(=NC=C1)NCC1=NC=CC(=C1)OC